Hydrazin-hydrat O.NN